(3S,5S)-5-(1-hydroxycyclopropyl)pyrrolidin-3-ylcarbamic acid tert-butyl ester C(C)(C)(C)OC(N[C@@H]1CN[C@@H](C1)C1(CC1)O)=O